1-(2-(1H-indol-3-yl)-6-methyl-nicotinyl)-4-R-phenylsemicarbazide N1C=C(C2=CC=CC=C12)C1=C(CNNC(=O)NC2=CC=CC=C2)C=CC(=N1)C